N1N=C(C=C1)NC(=O)N (1H-pyrazol-3-yl)urea